(E)-benzaldehyde oxime C(\C1=CC=CC=C1)=N/O